ClC1=C(C=CC(=C1)F)C(O)C=1C(=C2C=C(NC2=CC1Br)C)Br (2-chloro-4-fluorophenyl)(4,6-dibromo-2-methylindol-5-yl)methanol